FC(CNC1=NC=2N(C3=CC=CC=C13)C=NN2)(F)F N-(2,2,2-trifluoroethyl)-[1,2,4]triazolo[4,3-a]quinazolin-5-amine